4-(hydroxymethyl)piperidine OCC1CCNCC1